2-[3-(ethanesulphonyl)pyridin-2-yl]-5-(trifluoromethanesulfonyl)benzoOxazole C(C)S(=O)(=O)C=1C(=NC=CC1)C=1OC2=C(N1)C=C(C=C2)S(=O)(=O)C(F)(F)F